3-(4-chloro-6-methylpyrimidin-2-yl)tetrahydrothiophene 1,1-dioxide ClC1=NC(=NC(=C1)C)C1CS(CC1)(=O)=O